4-[[(2R,3R,4R,5R)-3-(3,4-Difluoro-2-hydroxy-phenyl)-4,5-dimethyl-5-(trifluoromethyl)tetrahydrofuran-2-carbonyl]amino]-1-oxido-pyridin-1-ium-2-carboxamid FC=1C(=C(C=CC1F)[C@@H]1[C@@H](O[C@]([C@@H]1C)(C(F)(F)F)C)C(=O)NC1=CC(=[N+](C=C1)[O-])C(=O)N)O